tert-butyl (5-methyl-4,5-dihydropyrazolo[1,5-a]quinoxalin-6-yl-4,4-d2)carbamate CN1C(C=2N(C3=CC=CC(=C13)NC(OC(C)(C)C)=O)N=CC2)([2H])[2H]